[Cl-].C(CCCCCCCCCCCCCCC)[N+](C(C1=CC=CC=C1)CC)(C)C hexadecyl-dimethyl-(ethylbenzyl)ammonium chloride